(4-(methoxycarbonyloxy)Phenyl)(dimethyl)sulfonium trifluoromethanesulfonate FC(S(=O)(=O)[O-])(F)F.COC(=O)OC1=CC=C(C=C1)[S+](C)C